methyl 2,5-dimethylpyridine-4-carboxylate CC1=NC=C(C(=C1)C(=O)OC)C